C1(CC1)C1=C(C(=NO1)C1=C(C=CC=C1Cl)Cl)CO[C@H]1[C@@H]2CN([C@H](C1)C2)C2=CC=C(C(=O)O)C=C2 4-[(1S,4S,5R)-5-[5-cyclopropyl-3-(2,6-dichlorophenyl)-1,2-oxazol-4-yl]Methoxy-2-azabicyclo[2.2.1]Heptane-2-yl]Benzoic acid